3-(4-((9-isopropyl-2-((5,6,7,8-tetrahydronaphthalen-2-yl)amino)-9H-purin-6-yl)amino)-1-oxoisoindolin-2-yl)piperidine-2,6-dione C(C)(C)N1C2=NC(=NC(=C2N=C1)NC1=C2CN(C(C2=CC=C1)=O)C1C(NC(CC1)=O)=O)NC1=CC=2CCCCC2C=C1